N-Acetyl-Arginin C(C)(=O)N[C@@H](CCCNC(N)=N)C(=O)O